2,2',3,4,5-pentahydroxybenzophenone OC1=C(C(=O)C2=C(C=CC=C2)O)C=C(C(=C1O)O)O